BrC1=CC=2N(C3=CC(=CC=C3C2C=C1)Br)C1=CC=CC=C1 2,7-dibromo-9-phenylcarbazole